(benzylamino)nicotinic acid C(C1=CC=CC=C1)NC1=C(C(=O)O)C=CC=N1